(S)-4-(7-(5-cyanopyridazin-3-yl)-5-(2-fluorophenyl)-7H-pyrrolo[2,3-d]pyrimidin-4-yl)-3-methylpiperazine-1-carboxylic acid tert-butyl ester C(C)(C)(C)OC(=O)N1C[C@@H](N(CC1)C=1C2=C(N=CN1)N(C=C2C2=C(C=CC=C2)F)C=2N=NC=C(C2)C#N)C